FC1=C(C=C(C=C1C)N1N=CC=2C1=CN=C(C2)N2CCN(CC2)S(=O)(=O)C)O 2-Fluoro-3-methyl-5-(5-(4-(methylsulfonyl)piperazin-1-yl)-1H-pyrazolo[3,4-c]pyridine-1-yl)phenol